ClC=1C=C2C=3C=C(C=C(C3NC2=CC1)CCNC(=N)N)NC=1SC2=C(N1)C=C(C(=C2)Cl)Cl 1-(2-(6-Chloro-3-((5,6-dichlorobenzo[d]thiazol-2-yl)amino)-9H-carbazol-1-yl)ethyl)guanidine